6-(8-methoxy-7-quinolyl)spiro[4H-1,3-benzodioxine-2,4'-piperidine] TFA salt OC(=O)C(F)(F)F.COC=1C(=CC=C2C=CC=NC12)C1=CC2=C(OC3(CCNCC3)OC2)C=C1